((1-(Piperidin-1-yl)methyl)cyclopropyl)methanol N1(CCCCC1)CC1(CC1)CO